5-(6-(3-cyanopyrrolo[1,2-b]pyridazin-7-yl)-4-(isopropylamino)pyridin-3-yl)-N-((1r,4r)-4-hydroxycyclohexyl)-1,3,4-thiadiazole-2-carboxamide C(#N)C1=CC=2N(N=C1)C(=CC2)C2=CC(=C(C=N2)C2=NN=C(S2)C(=O)NC2CCC(CC2)O)NC(C)C